CC1=C(CNS(=O)(=O)C2=CC=C(C=C2)NC(\C=C\C2=CC=NC=C2)=O)C=CC=C1 (E)-N-(4-(N-(2-methylbenzyl)sulfamoyl)phenyl)-3-(pyridin-4-yl)acrylamide